COC=1C=CC=2C=3N(C(=NC2C1)N[C@H]1C(NCCCC1)=O)N=C(N3)C=3C=NN(C3)C (3R)-3-{[8-methoxy-2-(1-methyl-1H-pyrazol-4-yl)[1,2,4]triazolo[1,5-c]quinazolin-5-yl]amino}azepan-2-one